C(C=C)NS(=O)(=O)C1=CC=C(C=C1)C1=CC=C(C=C1)CC#C N-allyl-4'-propargyl-4-biphenylsulfonamide